OC(C)(C)C1=CN=C(S1)C1=CC(=CC(=N1)NC1=CC2=C(C=N1)N(C(N2[C@H]2C[C@](CC2)([2H])NC(OC)=O)=O)C([2H])([2H])[2H])C([2H])([2H])[2H] methyl ((1R,3R)-3-(6-((6-(5-(2-hydroxypropan-2-yl)thiazol-2-yl)-4-(methyl-d3)pyridin-2-yl)amino)-3-(methyl-d3)-2-oxo-2,3-dihydro-1H-imidazo[4,5-c]pyridin-1-yl)cyclopentyl-1-d)carbamate